[2-[4-[[4-[4-[(2,6-dioxo-3-piperidyl)-methyl-amino]-2,6-difluoro-phenyl]piperazin-1-yl]methyl]-1-piperidyl]-2-oxo-ethyl] (4-nitrophenyl) carbonate C(OCC(=O)N1CCC(CC1)CN1CCN(CC1)C1=C(C=C(C=C1F)N(C)C1C(NC(CC1)=O)=O)F)(OC1=CC=C(C=C1)[N+](=O)[O-])=O